4-(4-chloro-phenyl)-thiazol ClC1=CC=C(C=C1)C=1N=CSC1